3-(m-tolyl)piperidine-2,6-dione C1(=CC(=CC=C1)C1C(NC(CC1)=O)=O)C